CN(S(=O)(=O)NC1=CC=C(C=C1)C=1C2=C(N=CN1)NC=C2)C 4-(4-((N,N-dimethylsulfamoyl)amino)phenyl)-7H-pyrrolo[2,3-d]pyrimidin